methyl 3-((S)-2-(4-((dimethylamino)methyl)-2-oxopyridin-1(2H)-yl)-4-methylpentanamido)-3-(5-(2,6-dimethylphenyl)pyridin-3-yl)propanoate CN(C)CC1=CC(N(C=C1)[C@H](C(=O)NC(CC(=O)OC)C=1C=NC=C(C1)C1=C(C=CC=C1C)C)CC(C)C)=O